2,4-difluoro-5-(piperazin-1-yl)phenolate FC1=C(C=C(C(=C1)F)N1CCNCC1)[O-]